Acryloyloxypropyldiethoxymethylsilane C(C=C)(=O)OCCC[SiH2]C(OCC)OCC